CN(C1=CC(=NC=N1)C1=CC=2C=NC(=CC2N1COCC[Si](C)(C)C)NC1CCOCC1)CC(F)(F)F 2-(6-(Methyl(2,2,2-trifluoroethyl)amino)pyrimidin-4-yl)-N-(tetrahydro-2H-pyran-4-yl)-1-((2-(trimethylsilyl)ethoxy)methyl)-1H-pyrrolo[3,2-c]pyridin-6-amine